COC=1C=C(C=CC1)CC(=O)N1CCC=2C1=CN=CC2C2=CC=C(C#N)C=C2 4-(1-(2-(3-methoxyphenyl)acetyl)-2,3-dihydro-1H-pyrrolo[2,3-c]pyridin-4-yl)benzonitrile